(R)-2-methoxy-N-(2-methyl-4-(N-(1-(piperidin-4-yl)ethyl)sulfamoyl)phenyl)benzamide hydrochloride Cl.COC1=C(C(=O)NC2=C(C=C(C=C2)S(N[C@H](C)C2CCNCC2)(=O)=O)C)C=CC=C1